(9H-Fluoren-9-yl)methyl (3-aminopropyl)carbamate NCCCNC(OCC1C2=CC=CC=C2C=2C=CC=CC12)=O